BrC1=C(C=NC(=C1)Br)NC(=O)NC(C)C1=NC=CN=C1C1=NC=CC=N1 1-(4,6-dibromo-3-pyridyl)-3-[1-(3-pyrimidin-2-ylpyrazin-2-yl)ethyl]urea